(E)-3-(2,3-dihydrobenzofuran-5-yl)acrylic acid O1CCC2=C1C=CC(=C2)/C=C/C(=O)O